2-(7-((2S,5R)-4-(1-(3,3-dimethyl-2,3-dihydrofuro[3,2-b]pyridin-5-yl)ethyl)-2,5-diethylpiperazin-1-yl)-4-methyl-5-oxo-4,5-dihydro-2H-pyrazolo[4,3-b]pyridin-2-yl)acetonitrile CC1(COC=2C1=NC(=CC2)C(C)N2C[C@@H](N(C[C@H]2CC)C=2C=1C(N(C(C2)=O)C)=CN(N1)CC#N)CC)C